(2-chloro-4-methoxy-5-methylphenyl)boronic acid ClC1=C(C=C(C(=C1)OC)C)B(O)O